FCOC1=CC=C(OC2=CC=C(C=N2)S(=O)(=O)N2[C@H]([C@@H]3CC[C@H](C2)N3C(=O)OCCOC)C(=O)O)C=C1 (1S,2R,5R)-3-((6-(4-(fluoromethoxy)phenoxy)pyridin-3-yl)sulfonyl)-8-((2-methoxyethoxy)carbonyl)-3,8-diazabicyclo[3.2.1]octane-2-carboxylic acid